FC=1C=C(C=CC1OC(F)(F)F)NC(N)=O 3-[3-fluoro-4-(trifluoromethoxy)phenyl]urea